1-[[2-(Methoxymethyl)-6-(trifluoromethyl)imidazo-[2,1-b][1,3,4]thiadiazol-5-yl]methyl]-3-propyl-2H-pyrrol-5-on COCC1=NN2C(S1)=NC(=C2CN2CC(=CC2=O)CCC)C(F)(F)F